6-((4-chloro-1H-indol-6-yl)amino)-4-(4-methylpiperazin-1-yl)picolinonitrile tert-butyl-4-chloro-6-((6-cyano-4-(4-methylpiperazin-1-yl)pyridin-2-yl)amino)-1H-indole-1-carboxylate C(C)(C)(C)OC(=O)N1C=CC2=C(C=C(C=C12)NC1=NC(=CC(=C1)N1CCN(CC1)C)C#N)Cl.ClC1=C2C=CNC2=CC(=C1)NC1=CC(=CC(=N1)C#N)N1CCN(CC1)C